COC1=CC=C(C=C1)C1=CC=CC=C1 4-methoxybiphenyl